N-(3-fluoro-4-((6-methoxy-7-(3-(3-methoxy-3-methylazetidin-1-yl)propoxy)quinolin-4-yl)oxy)phenyl)-5-(4-fluorophenyl)-6-oxo-2,3,5,6-tetrahydrofuro[3,2-c]pyridine-7-carboxamide FC=1C=C(C=CC1OC1=CC=NC2=CC(=C(C=C12)OC)OCCCN1CC(C1)(C)OC)NC(=O)C1=C2C(=CN(C1=O)C1=CC=C(C=C1)F)CCO2